ClC1=C(C(=O)N2COC3=C(C2)C=CC=C3C3=CC(=C(C(=O)O)C=C3F)N3C2COCC3CC2)C(=CC(=C1)N1CC2(C1)CC(C2)(C)O)Cl 4-[3-[2,6-dichloro-4-(6-hydroxy-6-methyl-2-azaspiro[3.3]heptan-2-yl)benzoyl]-2,4-dihydro-1,3-Benzoxazin-8-yl]-5-fluoro-2-(3-oxa-8-azabicyclo[3.2.1]octan-8-yl)benzoic acid